3-[6,7,7-trimethyl-5-oxopyrrolo[3,4-b]pyridin-2-yl]-1H-indole-7-carbonitrile CN1C(C2=NC(=CC=C2C1=O)C1=CNC2=C(C=CC=C12)C#N)(C)C